6-bromo-1-oxo-1,3-dihydro-2H-pyrrolo[3,4-c]pyridin BrC1=CC2=C(C=N1)CNC2=O